6-fluoropyrazolo[1,5-a]pyrimidine-3-carboxylic acid FC=1C=NC=2N(C1)N=CC2C(=O)O